CN1C(C2=C(C=C1)N=C(N2)[C@H]2N(CC2)C(=O)OC(C)(C)C)=O tert-butyl (2S)-2-(5-methyl-4-oxo-3H-imidazo[4,5-c]pyridin-2-yl)azetidine-1-carboxylate